C(CC)C=1C(=NC2=CN=CC=C2C1N)C1=CC=NC=C1 propyl-2-(pyridin-4-yl)-1,7-naphthyridin-4-amine